COC(C1=C(C=C(C(=C1)S(=O)(=O)Cl)C1CC1)F)=O 5-(chlorosulfonyl)-4-cyclopropyl-2-fluorobenzoic acid methyl ester